imidazol-2-yl carbamate C(N)(OC=1NC=CN1)=O